COC(C(CN(CC1=C(C=CC=C1)F)CC1=C(C=CC=C1)F)Br)=O 3-(bis(2-fluorobenzyl)amino)-2-bromopropionic acid methyl ester